5-oxo-6,7-dihydro-5H-pyrrolo[3,4-b]pyridin O=C1NCC2=NC=CC=C21